FC1=CC=C(C=C1)C=1C(C(=CN(C1)CC1COCC1)C(=O)N)=O 5-(4-fluorophenyl)-4-oxo-1-((tetrahydrofuran-3-yl)methyl)-1,4-dihydropyridine-3-carboxamide